2,2-bis-(4-amino-3-methyl-cyclohexyl)-propane NC1C(CC(CC1)C(C)(C)C1CC(C(CC1)N)C)C